C1(CC1)C=1C(=NSC1C(=O)NC1=CC(=NC=C1)C(F)(F)F)C1=C2C=CNC(C2=CC=C1)=O 4-cyclopropyl-3-(1-oxo-1,2-dihydro-isoquinolin-5-yl)-N-(2-(trifluoromethyl)pyridin-4-yl)isothiazole-5-carboxamide